COC(CN1N=C(C2=C1C[C@@H]1[C@H]2C1)C(=O)OCC)=O (3bR,4aR)-ethyl 1-(2-methoxy-2-oxoethyl)-3b,4,4a,5-tetrahydro-1H-cyclopropa[3,4]cyclopenta[1,2-c]pyrazole-3-carboxylate